OCC1C2CN(CC12)C(=O)OCC1=CC=CC=C1 Benzyl 6-(hydroxymethyl)-3-azabicyclo[3.1.0]hexane-3-carboxylate